tert-butyl 2-hydroxy-5-azaspiro[3.4]octane-5-carboxylate OC1CC2(C1)N(CCC2)C(=O)OC(C)(C)C